C(#N)C(CC1C(NCC1)=O)NC(=O)C1N(CC2C1CC(C2)(F)F)C(=O)C=2NC1=CC=CC(=C1C2)OC N-(1-cyano-2-(2-oxopyrrolidin-3-yl)ethyl)-2-(4-methoxy-1H-indole-2-carbonyl)-5,5-difluorooctahydrocyclopenta[c]pyrrole-1-carboxamide